tert-Butyl N-[(3R)-1-cyclobutyl-3-piperidyl]carbamate C1(CCC1)N1C[C@@H](CCC1)NC(OC(C)(C)C)=O